OC1=CC=C(CS(=O)CC2=CC(=C(C=C2)O)OC)C=C1 4-{[(4-hydroxybenzyl)sulfinyl]methyl}-2-methoxyphenol